C1(CC1)CN1C=C(C2=NN(C(C(=C21)C=2C=NC(=CC2)C2CC2)=O)C2=CC1=CN(N=C1C=C2)C)S(=O)(=O)C 5-(cyclopropylmethyl)-4-(6-cyclopropylpyridin-3-yl)-7-methanesulfonyl-2-(2-methyl-2H-indazol-5-yl)-2H,3H,5H-pyrrolo[3,2-c]pyridazin-3-one